BrC=1C=C2C3=C(N(C2=C(C1)C1=CC=C(C=C1)OCC1(COC1)C)CC)C(=NC=C3)C 6-bromo-9-ethyl-1-methyl-8-[4-(3-methyl-oxetan-3-ylmethoxy)-phenyl]-9H-pyrido[3,4-b]indole